FC=1C(=C(C=C(C1)N)SCCC(=O)O)C 3-((3-fluoro-2-methyl-5-aminophenyl)thio)propanoic acid